OCCN1C[C@H](CCC1)N1N=CC(=C1)C=1C=C(C=2N(C1)N=CC2C#N)SC2=NC=CC=C2 6-[1-[(3S)-1-(2-hydroxyethyl)-3-piperidyl]pyrazol-4-yl]-4-(2-pyridylsulfanyl)pyrazolo[1,5-a]pyridine-3-carbonitrile